The molecule is a monohydroxyquinoline that is quinolin-8-ol in which the hydrogens at positions 5 and 7 have been substituted by chlorine. A synthetic antibacterial prepared by chlorination of quinolin-8-ol, it is used for the treatment of dandruff and seborrhoeic dermatitis of the scalp. It has a role as an antibacterial agent, an antiseborrheic and an antifungal drug. It is a monohydroxyquinoline and an organochlorine compound. It derives from a quinolin-8-ol. C1=CC2=C(C(=C(C=C2Cl)Cl)O)N=C1